5-(4-(2-(4-(4-(4-amino-3-(4-phenoxyphenyl)-1H-pyrazolo[3,4-d]pyrimidin-1-yl)piperidine-1-carbonyl)piperazin-1-yl)ethyl)piperazin-1-yl)-2-(2,6-dioxopiperidin-3-yl)isoindoline-1,3-dione NC1=C2C(=NC=N1)N(N=C2C2=CC=C(C=C2)OC2=CC=CC=C2)C2CCN(CC2)C(=O)N2CCN(CC2)CCN2CCN(CC2)C=2C=C1C(N(C(C1=CC2)=O)C2C(NC(CC2)=O)=O)=O